bis-boc-guanylpyrazole C(=O)(OC(C)(C)C)C1=C(C(=NN1)C(N)=N)C(=O)OC(C)(C)C